[N+](=O)([O-])NC1=CC(=CC=C1)S(=O)(=O)N1CC(C(C1)(F)F)(F)F nitro-3-(3,3,4,4-Tetrafluoropyrrolidin-1-yl)sulfonylaniline